ClC1=CC=C(C=C1)N1N=C(N=C1)C(=O)N(C=1SC=CN1)C 1-(4-chlorophenyl)-N-methyl-N-(thiazol-2-yl)-1H-1,2,4-triazole-3-carboxamide